4-(4-(chloromethyl)-5-methylpyridin-2-yl)-3,5-dimethylbenzonitrile ClCC1=CC(=NC=C1C)C1=C(C=C(C#N)C=C1C)C